BrC=1C=CC(=C(C1)C(C(=O)OC(C)(C)C)N1C(C2=C(C=C1)C=CO2)=O)F tert-butyl 2-(5-bromo-2-fluorophenyl)-2-(7-oxofuro[2,3-c]pyridin-6(7H)-yl)acetate